BrC1=C(C=CC=C1)C1NCC2=NN=C(N2C=2SC=3CC(CC3C12)C(=O)N1CCOCC1)C 9-(2-Bromophenyl)-3-methyl-13-(morpholine-4-carbonyl)-16-thia-2,4,5,8-tetraazatetracyclo[8.6.0.02,6.011,15]hexadeca-1(10),3,5,11(15)-tetraene